4,6-di-tert-butylpyrogallol C(C)(C)(C)C1=C(C(=C(O)C(=C1)C(C)(C)C)O)O